COC(=O)C1=NC(=CN=C1N1CCC2(CC1)OC1=C([C@H]2NC(=O)OC(C)(C)C)C=CC=C1)Br (R)-6-bromo-3-(3-((tert-butoxycarbonyl)amino)-3H-spiro[benzofuran-2,4'-piperidine]-1'-yl)pyrazine-2-carboxylic acid methyl ester